BrC=1C(=C2C=C(C(N3C2=C(C1OCOC)CC3)=O)NCCC(C)C)F 8-bromo-7-fluoro-5-(isopentylamino)-9-(methoxymethoxy)-1,2-dihydro-4H-pyrrolo[3,2,1-ij]quinolin-4-one